2-chloro-4-(hydroxymethyl)-6-methoxybenzoic acid methyl ester COC(C1=C(C=C(C=C1OC)CO)Cl)=O